C(C)(C)(C)OC(=O)N1[C@@H](CN([C@H](C1)C)C=1C=2N(N(C(C1)=O)C)C=C(N2)CC#CC)CC (2R,5S)-4-(2-(but-2-yn-1-yl)-5-methyl-6-oxo-5,6-dihydroimidazo[1,2-b]pyridazin-8-yl)-2-ethyl-5-methylpiperazine-1-carboxylic acid tert-butyl ester